FC(C[C@H]1CNCC1)F (S)-3-(2,2-difluoroethyl)pyrrolidine